8-chloro-2-[1-[(3,3-difluoro-1-methyl-4-piperidyl)methyl]pyrazol-4-yl]-7-[(2-methyl-3H-benzimidazol-5-yl)oxy]quinoxaline ClC=1C(=CC=C2N=CC(=NC12)C=1C=NN(C1)CC1C(CN(CC1)C)(F)F)OC1=CC2=C(N=C(N2)C)C=C1